C1(\C=C/C(=O)O1)=O (S)-Maleic Anhydride